Methyl 4-(chlorosulfonyl)-3,5-dimethyl-1H-pyrrole-2-carboxylate ClS(=O)(=O)C=1C(=C(NC1C)C(=O)OC)C